2-{1-[(3-Chlorophenyl)methyl]-5-oxopyrrolidin-2-yl}-2-oxoacetic Acid ClC=1C=C(C=CC1)CN1C(CCC1=O)C(C(=O)O)=O